3,5-dimethoxyphenyl-1,10-phenanthroline cobalt dichloride [Co](Cl)Cl.COC=1C=C(C=C(C1)OC)C1=NC2=C3N=CC=CC3=CC=C2C=C1